ClC1=NC(=CC(=C1C(=O)NC=1SC(=NN1)O[C@H]1CO[C@H]2OCC[C@H]21)C2=CC=NC=C2OC)C chloro-N-(5-(((3R,3aS,6aR)-hexahydrofuro[2,3-b]furan-3-yl)oxy)-1,3,4-thiadiazol-2-yl)-5'-methoxy-6-methyl-[4,4'-bipyridine]-3-carboxamide